3-bromo-5-fluoro-N,N-bis[(4-methoxyphenyl)methyl]pyridin-2-amine BrC=1C(=NC=C(C1)F)N(CC1=CC=C(C=C1)OC)CC1=CC=C(C=C1)OC